FC(C=1C=C(C=C(C1)C(F)(F)F)OB([O-])[O-])(F)F [3,5-bis(trifluoromethyl) phenyl]borate